hexasulfur S1SSSSS1